C1(CC1)C(=O)N1[C@H]2CN(C([C@@H]([C@@H]1C#C)C2)=O)C2=CC=C(C=C2)C(F)(F)F (1R,5R,7R)-6-(Cyclopropanecarbonyl)-7-ethynyl-3-(4-(trifluoromethyl)phenyl)-3,6-diazabicyclo[3.2.1]octan-2-one